4-(4-((5-cyclopropyl-3-(2,6-dichlorophenyl)isoxazol-4-yl)methoxy)piperidin-1-yl)benzoic acid C1(CC1)C1=C(C(=NO1)C1=C(C=CC=C1Cl)Cl)COC1CCN(CC1)C1=CC=C(C(=O)O)C=C1